(4-(2-(4-chloro-3-fluorophenoxy)acetamido)bicyclo[2.2.2]octan-1-yl)carbamic acid tert-butyl ester C(C)(C)(C)OC(NC12CCC(CC1)(CC2)NC(COC2=CC(=C(C=C2)Cl)F)=O)=O